N-methyl-2-{3-[2-(6-oxa-1-azaspiro[3.3]hept-1-yl)ethoxy]phenyl}ethan-1-amine CNCCC1=CC(=CC=C1)OCCN1CCC12COC2